2-((N-(3,5-bis((2,3-dihydroxypropyl)carbamoyl)-2,4,6-triiodophenyl)acetamido)methyl)-N6,N8-bis(2,3-dihydroxypropyl)-5,7-diiodo-3,4-dihydro-2H-benzo[b][1,4]oxazine-6,8-dicarboxamide OC(CNC(=O)C=1C(=C(C(=C(C1I)C(NCC(CO)O)=O)I)N(C(C)=O)CC1CNC2=C(O1)C(=C(C(=C2I)C(=O)NCC(CO)O)I)C(=O)NCC(CO)O)I)CO